N-(6-bromo-7-(methoxymethoxy)benzo[d]thiazole-2-yl)-N-(methoxymethoxy)cyclopropanecarboxamide BrC1=C(C2=C(N=C(S2)N(C(=O)C2CC2)OCOC)C=C1)OCOC